4-(6-(1-methyl-1H-imidazol-5-yl)benzo[d]oxazol-2-yl)picolinic acid CN1C=NC=C1C1=CC2=C(N=C(O2)C2=CC(=NC=C2)C(=O)O)C=C1